(2S)-2-{[4-[2-(2-amino-4-oxo-1,7-dihydropyrrolo[2,3-d]pyrimidin-5-yl)ethyl]benzoyl]amino}pentanedioic acid NC1=NC(C2=C(N1)NC=C2CCC2=CC=C(C(=O)N[C@H](C(=O)O)CCC(=O)O)C=C2)=O